Racemic-ethyl-3-(4-{2-[2-(2-ethoxyethoxy)ethoxy]ethoxy}phenyl)-2-hydroxypropanoate C(C)OC([C@@H](CC1=CC=C(C=C1)OCCOCCOCCOCC)O)=O |r|